CC1(OC(CC1)(C)C)C 2,2,5,5-tetramethyloxolane